5-(((5-fluorobenzofuran-4-yl)methyl)amino)-8-(2-methylpyridin-3-yl)imidazo[1,2-c]pyrimidine-2-carboxylic Acid FC=1C=CC2=C(C=CO2)C1CNC1=NC=C(C=2N1C=C(N2)C(=O)O)C=2C(=NC=CC2)C